OC(CN(CCN(CCN1CCN(CC1)CCN(CCCCCCCCCC[C@@H](C)O)CCCCCCCCCCC(C)O)CC(CCCCCCCCCC)O)CC(CCCCCCCCCC)O)CCCCCCCCCC r-(2-(4-(2-((2-(bis(2-hydroxydodecyl)amino)ethyl)(2-hydroxydodecyl)amino)ethyl)piperazin-1-yl)ethylazanediyl)didodecan-2-ol